C(CCC)N(CCN)CC N1-butyl-N1-ethylethane-1,2-diamine